4-[1-(6-cyclobutyloxy-5-cyclopropylpyridine-3-carbonyl)piperidin-4-yl]sulfonyl-3-fluorobenzenesulfonamide C1(CCC1)OC1=C(C=C(C=N1)C(=O)N1CCC(CC1)S(=O)(=O)C1=C(C=C(C=C1)S(=O)(=O)N)F)C1CC1